6-butyl-3-[(2E)-3,7-dimethylocta-2,6-dien-1-yl]-4-{[(3R,4R,5S,6S)-4,5,6-trihydroxy-3-(hydroxymethyl)oxan-2-yl]oxy}-2-{[(3S,4R,5S,6S)-4,5,6-trihydroxyoxan-3-yl]methoxy}benzoic acid C(CCC)C1=CC(=C(C(=C1C(=O)O)OC[C@H]1CO[C@@H]([C@H]([C@@H]1O)O)O)C\C=C(\CCC=C(C)C)/C)OC1O[C@@H]([C@H]([C@@H]([C@H]1CO)O)O)O